C(C)(C)(C)OC(=O)N1CC(C1)(C)CN 3-(Aminomethyl)-3-methylazetidine-1-carboxylic acid tert-butyl ester